C1(CC1)C(=O)N1C2CN(CC1CC2)C2=NC=NN1C2=CC(=C1)B1OC(C(O1)(C)C)(C)C cyclopropyl(3-(6-(4,4,5,5-tetramethyl-1,3,2-dioxaborolan-2-yl)pyrrolo[2,1-f][1,2,4]triazin-4-yl)-3,8-diazabicyclo[3.2.1]octan-8-yl)methanone